FC=1C=C(OC2=CC=C(C=C2)NC(OCC=2C(=C3C(N(CC3=CC2)C2C(NC(CC2)=O)=O)=O)OC2CCCCC2)=O)C=CC1F [4-(cyclohexyloxy)-2-(2,6-dioxopiperidin-3-yl)-3-oxo-2,3-dihydro-1H-isoindol-5-yl]methyl N-[4-(3,4-difluorophenoxy)phenyl]carbamate